C(C)OC(=O)C1=CN(C2=NC(=CC(=C2C1=O)C)Cl)C1=NC(=NS1)N(C)C 7-chloro-1-[3-(dimethylamino)-1,2,4-thiadiazol-5-yl]-5-methyl-4-oxo-1,4-dihydro-1,8-naphthyridine-3-carboxylic acid ethyl ester